IC=1N(C=C(N1)C1CCN(CC1)C(=O)OC(C)(C)C)C tert-Butyl 4-(2-iodo-1-methyl-1H-imidazol-4-yl)piperidine-1-carboxylate